3-Ethyl-1-[3-(5-methylthiazol-2-yl)-1-(2-trimethylsilylethoxymethyl)pyrrolo[2,3-b]pyridin-4-yl]piperidin-3-amine C(C)C1(CN(CCC1)C1=C2C(=NC=C1)N(C=C2C=2SC(=CN2)C)COCC[Si](C)(C)C)N